Methyl 2-(4-(4-hydroxyphenyl)piperazin-1-yl)-2-phenylpropanoate OC1=CC=C(C=C1)N1CCN(CC1)C(C(=O)OC)(C)C1=CC=CC=C1